COC1=CC=C(CN(C=2C(=NC(=CN2)Br)C(=O)O)CC2=CC=C(C=C2)OC)C=C1 3-(bis(4-methoxybenzyl)amino)-6-bromopyrazine-2-carboxylic acid